O=C1NC=CC=C1NC(OC(C)(C)C)=O Tert-butyl (2-oxo-1,2-dihydropyridin-3-yl)carbamat